N1=CC=C(C=C1)OCCNC(N)=O 3-(2-(pyridin-4-yloxy)ethyl)urea